CC1=C(C=CC=C1C=1OC2=C(N1)C=C(C(=C2)C(F)(F)F)CN2[C@@H](CCC2)C(=O)O)C2=CC=CC=C2 ((2-(2-methyl-[1,1'-biphenyl]-3-yl)-6-(trifluoromethyl)benzo[d]oxazol-5-yl)methyl)-L-proline